CC1CC(C1)NC(=O)OC(C)(C)C methyl-3-((tert-butoxycarbonyl)amino)cyclobutane